C(C)(C)(C)C=1C=C(C=C(C1O)C(C)(C)C)CCC(=O)OCC(COC(CCC1=CC(=C(C(=C1)C(C)(C)C)O)C(C)(C)C)=O)(COC(CCC1=CC(=C(C(=C1)C(C)(C)C)O)C(C)(C)C)=O)COC(CCC1=CC(=C(C(=C1)C(C)(C)C)O)C(C)(C)C)=O pentaerythritol tetrakis[β-(3,5-di-tert-butyl 4-hydroxyphenyl) propionate]